N-(4-Fluoro-3-methylphenyl)-4-(5-hydroxy-5-(1-methyl-3-(trifluoromethyl)-1H-pyrazol-4-yl)octahydropentalen-2-yl)-1-methyl-1H-imidazole-5-carboxamide FC1=C(C=C(C=C1)NC(=O)C1=C(N=CN1C)C1CC2CC(CC2C1)(C=1C(=NN(C1)C)C(F)(F)F)O)C